3-(2-pyrrolidone-1-yl)butyramide N1(C(CCC1)=O)C(CC(=O)N)C